C(C(C)C)C(COC)(COC)CC1=CC=CC=C1 2-isobutyl-2-benzyl-1,3-dimethoxypropane